[NH4+].[N+](=O)([O-])C1=C(N2C(N=N1)=C(C=N2)C2=NN=NN2)N 3-nitro-8-(tetrazole-5-yl)pyrazolo[5,1-c][1,2,4]triazin-4-amine ammonium salt